N-methyl-N,N-didecylammonium [tetrakis(perfluorophenyl) borate] FC1=C(C(=C(C(=C1F)F)F)F)[B-](C1=C(C(=C(C(=C1F)F)F)F)F)(C1=C(C(=C(C(=C1F)F)F)F)F)C1=C(C(=C(C(=C1F)F)F)F)F.C[NH+](CCCCCCCCCC)CCCCCCCCCC